3-((2-((1-((1-(tert-butoxycarbonyl)-azetidin-3-yl)methyl)-piperidin-4-yl)amino)-quinolin-6-yl)oxy)propanoic acid C(C)(C)(C)OC(=O)N1CC(C1)CN1CCC(CC1)NC1=NC2=CC=C(C=C2C=C1)OCCC(=O)O